C(C)(C)[C@@]1(CNC(C=2N1N=C(C2)N2[C@@H](COCC2)C)=O)COC (R)-7-isopropyl-7-(methoxymethyl)-2-((R)-3-methylmorpholin-4-yl)-5,6-dihydropyrazolo[1,5-a]pyrazin-4-one